C(C)(=O)O[C@@H]1C(O[C@H]([C@H]([C@H]1OC(C)=O)OC(C)=O)C)O (3S,4R,5R,6S)-2-hydroxy-6-methyltetrahydro-2H-pyran-3,4,5-triyl triacetate